2-(2-fluorophenyl)-2-methylpropanoic acid FC1=C(C=CC=C1)C(C(=O)O)(C)C